tert-butyl 2-(2,2-difluoroethyl)-8-methyl-8-(trifluoromethyl)-7,8-dihydro-6H-pyrazolo[1,5-a]pyrrolo[2,3-e]pyrimidine-6-carboxylate FC(CC1=NN2C(N=CC3=C2C(CN3C(=O)OC(C)(C)C)(C(F)(F)F)C)=C1)F